7-chloro-1-(3-methoxy-1,2,4-thiadiazol-5-yl)-4-oxo-1,4-dihydro-1,8-naphthyridine-3-carboxylic acid ClC1=CC=C2C(C(=CN(C2=N1)C1=NC(=NS1)OC)C(=O)O)=O